(9H-fluoren-9-yl)methyl (3-(1,1,3,3-tetramethyl-3-(((5-(prop-2-yn-1-yl)pyrimidin-2-yl)thio)methyl)disiloxanyl)propyl)carbamate C[Si](O[Si](CSC1=NC=C(C=N1)CC#C)(C)C)(C)CCCNC(OCC1C2=CC=CC=C2C=2C=CC=CC12)=O